CC1=C(C(=CC=C1)C)S(=O)(=O)CCN1CCCCCC1 1-(2-((2,6-dimethylphenyl)sulfonyl)ethyl)azepane